tert-butyl (S)-4-(5-(6-ethoxy-2-methyl-2H-indazole-5-carboxamido)pyrazin-2-yl)-2-ethylpiperazine-1-carboxylate C(C)OC=1C(=CC2=CN(N=C2C1)C)C(=O)NC=1N=CC(=NC1)N1C[C@@H](N(CC1)C(=O)OC(C)(C)C)CC